(4-fluorophenyl)cyclopropanamine FC1=CC=C(C=C1)C1(CC1)N